ClC1=CC=C(C=C1)C=1C(=CNC1)S(=O)(=O)NC1=C(C=C(C=C1)C#N)F 4-(4-chlorophenyl)-N-(4-cyano-2-fluoro-phenyl)-1H-pyrrole-3-sulfonamide